[1-[1-[4-[[(4S)-chroman-4-yl]carbamoyl]pyridin-1-ium-2-yl]butyl]-4,4-diethyl-6-oxo-hexahydropyrimidin-2-ylidene]ammonium O1CC[C@@H](C2=CC=CC=C12)NC(=O)C1=CC(=[NH+]C=C1)C(CCC)N1C(NC(CC1=O)(CC)CC)=[NH2+]